(R)-2-methyl-N-(4-(((R)-tetrahydrofuran-3-yl)oxy)benzylidene)propane-2-sulfinamide CC(C)(C)[S@@](=O)N=CC1=CC=C(C=C1)O[C@H]1COCC1